O=C1C(OC2=C1C=CC=C2)C(=O)OCC ethyl 3-oxo-2,3-dihydrobenzofuran-2-carboxylate